di(4-methoxyphenyl)iodonium hexa-fluorophosphate F[P-](F)(F)(F)(F)F.COC1=CC=C(C=C1)[I+]C1=CC=C(C=C1)OC